tert-Butyl 7-(3-cyano-4-(methoxycarbonyl)phenyl)-2,7-diazaspiro[3.5]nonane-2-carboxylate C(#N)C=1C=C(C=CC1C(=O)OC)N1CCC2(CN(C2)C(=O)OC(C)(C)C)CC1